O=C1N2C(N=NN1CCOC(F)(F)F)=C(N=C2)C(N)=S 4-Oxo-3-(2-(trifluoromethoxy)ethyl)-3,4-dihydroimidazo[5,1-d][1,2,3,5]tetrazine-8-carbothioamide